NC1=CC=C(C=C1)N1CCC(CC1)N1CC2(CC1)CCN(CC2)C=2C=C1C=NN(C(C1=CC2)=O)C2C(NC(CC2)=O)=O 3-[6-[2-[1-(4-aminophenyl)-4-piperidyl]-2,8-diazaspiro[4.5]decan-8-yl]-1-oxo-phthalazin-2-yl]piperidine-2,6-dione